C(C)N(C(=O)N[C@H]1C[C@H](CC1)C(F)(F)F)[C@H](C)C1=CC(=CC=C1)C=1N=C(C=2N(C1)C=CN2)OC 1-ethyl-1-((R)-1-(3-(8-methoxyimidazo[1,2-a]pyrazin-6-yl)phenyl)ethyl)-3-((1R,3S)-3-(trifluoromethyl)cyclopentyl)urea